C(CCCCC\C=C/CCCCCCCC)C(C(=O)OC)C(CCCCCCC\C=C/CCCCCCCC)=O Methyl (Z)-2-((Z)-hexadec-7-en-1-yl)-3-oxoicos-11-enoate